BrC=1C=C2C(=CN=C(C2=CC1)Cl)C 6-BROMO-1-CHLORO-4-METHYLISOQUINOLINE